ClC1=NC=C(C(=C1)C1=C(C=NC(=C1)C)C(=O)NC=1[Se]C(=NN1)OC1=CC=C(C=C1)C#N)OC 2'-chloro-N-(5-(4-cyanophenoxy)-1,3,4-selenadiazol-2-yl)-5'-methoxy-6-methyl-[4,4'-bipyridine]-3-carboxamide